BrC1=C(C=CC(=C1)C(F)(F)F)N1C(=NC2=C1C=CC=C2)C2=CC1=CC=CC=C1C(=C2)C(C)(C)C 1-(2-bromo-4-(trifluoromethyl)phenyl)-2-(4-(tert-butyl)naphthalen-2-yl)-1H-benzo[d]imidazole